ClC1=NC=C(C(=C1)C1=C(C=NC(=C1)C)C(=O)NC=1SC(=NN1)OCC1=NC=C(N=C1)CO)OC 2'-chloro-N-(5-((5-(hydroxymethyl)pyrazin-2-yl)methoxy)-1,3,4-thiadiazol-2-yl)-5'-methoxy-6-methyl-(4,4'-bipyridine)-3-carboxamide